3-amino-7-cyclopropyl-4-(methylamino)-1-(2-methylpyridin-3-yl)-1,8-naphthyridin-2(1H)-one NC=1C(N(C2=NC(=CC=C2C1NC)C1CC1)C=1C(=NC=CC1)C)=O